(5S)-2-(1-methylindol-5-yl)-5-(3,4,5-trimethoxyphenyl)-4,5-dihydro-1,3-oxazole CN1C=CC2=CC(=CC=C12)C=1O[C@H](CN1)C1=CC(=C(C(=C1)OC)OC)OC